2,2-Difluoroethyl acetate C(C)(=O)OCC(F)F